2,4-diphenyl-1,3-cyclobutanedicarboxylic acid C1(=CC=CC=C1)C1C(C(C1C(=O)O)C1=CC=CC=C1)C(=O)O